N-(4-cyclopentylphenyl)-2-[(1-methyl-1H-1,2,3,4-tetrazol-5-yl)sulfanyl]-5-nitrobenzamide C1(CCCC1)C1=CC=C(C=C1)NC(C1=C(C=CC(=C1)[N+](=O)[O-])SC1=NN=NN1C)=O